iodon-propane ICCC